methyl 3-{3-[(4-methoxyphenyl)methyl]-2,4-dioxo-1,3-diazinan-1-yl}-1-benzofuran-6-carboxylate COC1=CC=C(C=C1)CN1C(N(CCC1=O)C1=COC2=C1C=CC(=C2)C(=O)OC)=O